[C-]#N.C(C)[N+]1=CC(=CC=C1)CCCC 1-ethyl-3-butylpyridinium cyanide